C(C)(C)(C)OC(NC1=C(C=CC(=C1)N1CCC(CC1)N1CC(N(CC1)C)=O)N)=O tert-butyl(2-amino-5-(4-(4-methyl-3-oxopiperazin-1-yl)piperidin-1-yl)phenyl)carbamate